Cl.N[C@@H](C)C1=C(C=2N=C(N=C(C2S1)NCC=1OC=CC1)Cl)C 6-[(1S)-1-aminoethyl]-2-chloro-N-[(furan-2-yl)methyl]-7-methylthieno[3,2-d]pyrimidin-4-amine hydrochloride